OC=1C=CC=2C(=C3C(=CC2)OC2=CC4=C(C=C2C32OC(C=C2)=O)C=CC(=C4)O)C1 2,10-dihydroxy-5'H-spiro[dibenzo[a,i]xanthene-14,2'-furan]-5'-one